C(C1=CC=CC=C1)OC=1C=NC2=C(C=C(C=C2C1)Cl)Br 3-(benzyloxy)-8-bromo-6-chloroquinoline